C[C@@H]1CN(C[C@@H](O1)C)C(=O)C=1C2=C(N(N1)CC(=O)N1CCC(CC1)C1=C(C=C(C(=C1)C)C)C)CCC2 2-{3-[(2R,6S)-2,6-dimethylmorpholine-4-carbonyl]-5,6-dihydrocyclopenta[c]pyrazol-1(4H)-yl}-1-[4-(2,4,5-trimethylphenyl)piperidin-1-yl]ethan-1-one